N-(adamantan-1-yl)-4-(3-chloropyridin-4-yl)-1H-pyrrole-2-carboxamide C12(CC3CC(CC(C1)C3)C2)NC(=O)C=2NC=C(C2)C2=C(C=NC=C2)Cl